n-butyl-3-(9-anthryl)-carbazole C(CCC)C1=CC(=CC=2C3=CC=CC=C3NC12)C=1C2=CC=CC=C2C=C2C=CC=CC12